Cl.C(C)(C)(C)N1N=NC(=C1)C(=O)N (tert-butyl)-1H-1,2,3-triazole-4-carboxamide hydrochloride